Rac-6-(4-chlorophenyl)-3-((trans)-4-hydroxytetrahydrofuran-3-yl)-8-(pyridin-3-yl)pyrido[3,4-d]pyrimidin-4(3H)-one ClC1=CC=C(C=C1)C1=CC2=C(N=CN(C2=O)[C@@H]2COC[C@H]2O)C(=N1)C=1C=NC=CC1 |r|